FC1=C(O)C=CC(=C1)C(C)(C)C1=CC=C(C=C1)O fluorobisphenol A